2-(4-benzyloxyphenyl)-ethanol C(C1=CC=CC=C1)OC1=CC=C(C=C1)CCO